NS(=O)(=O)NCCNC=1C(=NON1)C(NC1=CC(=CC=C1)C(F)(F)F)=NO {2-[(aminosulfonyl)amino]ethyl-amino}-N'-hydroxy-N-[3-(trifluoromethyl)phenyl]-1,2,5-oxadiazole-3-carboximidamide